2-bromo-1-(3-(trifluoromethyl)-1-((2-(trimethylsilyl)ethoxy)methyl)-1H-pyrazol-4-yl)ethan-1-one BrCC(=O)C=1C(=NN(C1)COCC[Si](C)(C)C)C(F)(F)F